2-(4,4-difluoropiperidin-1-yl)-6-methoxy-N-(pyridin-2-yl)-7-(3-(pyrrolidin-1-yl)propoxy)quinazolin-4-amine FC1(CCN(CC1)C1=NC2=CC(=C(C=C2C(=N1)NC1=NC=CC=C1)OC)OCCCN1CCCC1)F